O1C(=CC=C1)C1=CC=C(C=C1)CCCNC=1C2=C(N=C(N1)C1=COC=C1)SC(=C2)C N-(3-[4-(furan-2-yl)phenyl]propyl)-2-(furan-3-yl)-6-methylthieno[2,3-d]pyrimidin-4-amine